ClC=1C(=CC(=NC1)NC(C1=CC=C(C=C1)OC)=O)I N-(5-chloro-4-iodopyridin-2-yl)-4-methoxybenzamide